triethoxysilanol C(C)O[Si](O)(OCC)OCC